(2S,4R)-tert-butyl 4-hydroxy-2-(5-(trifluoromethyl) benzo[d]thiazol-2-yl)pyrrolidine-1-carboxylate O[C@@H]1C[C@H](N(C1)C(=O)OC(C)(C)C)C=1SC2=C(N1)C=C(C=C2)C(F)(F)F